4-(6-((4-cyano-2-fluorobenzyl)oxy)-4-methoxypyridin-2-yl)piperazine Ethyl-6-(pyrazolo[1,5-a]pyrazine-3-carbonyl)-4,5,6,7-tetrahydrothieno[2,3-c]pyridine-3-carboxylate C(C)OC(=O)C1=CSC=2CN(CCC21)C(=O)C=2C=NN1C2C=NC=C1.C(#N)C1=CC(=C(COC2=CC(=CC(=N2)N2CCNCC2)OC)C=C1)F